OC1CC(CN(C1)C(=O)OCC1=CC=CC=C1)C(=O)OC O1-benzyl O3-methyl 5-hydroxypiperidine-1,3-dicarboxylate